N-phosphonomethyl-glycine Methyl-L-lactate CC(C(=O)O)(O)C.P(=O)(O)(O)CNCC(=O)O